C(#N)CCC(C(=O)OC(C)(C)C)C=1C(=NC2=CC=C(C=C2C1)OC)C tert-butyl 4-cyano-2-(6-methoxy-2-methylquinolin-3-yl)butanoate